FC=1C=C(C=C(C1)N1CCOCC1)[C@@H]1N(OCC1)C1=CC(=NC=N1)NC=1C(=CC(=C(C1)NC(C=C)=O)N1CCN(CC1)C)OC (R)-N-(5-((6-(3-(3-fluoro-5-morpholinophenyl)isoxazolidin-2-yl)pyrimidin-4-yl)amino)-4-methoxy-2-(4-methylpiperazin-1-yl)phenyl)acryl-amide